1-[1-[5-[2-[1-[2-[4-[1-(2,6-dioxo-3-piperidyl)-2-oxo-benzo[cd]indol-5-yl]-1-piperidyl]acetyl]-4-piperidyl]ethynyl]-1-naphthyl]ethyl]-N-[(3-fluorophenyl)methyl]piperidine-4-carboxamide O=C1NC(CCC1N1C(C2=C3C(C=CC=C13)=C(C=C2)C2CCN(CC2)CC(=O)N2CCC(CC2)C#CC2=C1C=CC=C(C1=CC=C2)C(C)N2CCC(CC2)C(=O)NCC2=CC(=CC=C2)F)=O)=O